tert-butyl 8-(hydroxymethyl)-2,3-dihydro-1,4-benzoxazine-4-carboxylate OCC1=CC=CC=2N(CCOC21)C(=O)OC(C)(C)C